N[C@H](C=1N=C2N(N=C(C=N2)C[C@@H]2C(NC[C@@H](C2)C(F)(F)F)=O)C1)[C@@H]1CC(CCC1)(F)F (3R,5R)-3-((6-((S)-amino((S)-3,3-difluorocyclohexyl)methyl)imidazo[1,2-b][1,2,4]triazin-2-yl)methyl)-5-(trifluoromethyl)piperidin-2-one